ClC=1C(=C(C=CC1)C1C(NC(C1(C1=C(C=C(C=C1)Cl)Cl)C#N)CC(C)(C)C)C(=O)[O-])F 3-(3-chloro-2-fluorophenyl)-4-cyano-4-(2,4-dichlorophenyl)-5-neopentylpyrrolidine-2-carboxylate